5,7-difluoro-2-tetralone FC1=C2CCC(CC2=CC(=C1)F)=O